C1(CCC1)C(=O)N1CCC(CC1)CN1[C@@H]([C@H]([C@@H]([C@H](C1)O)O)O)CO cyclobutyl(4-(((2R,3R,4R,5S)-3,4,5-trihydroxy-2-(hydroxymethyl)piperidin-1-yl)methyl)piperidin-1-yl)methanone